COC1=CC=C(C=C1)CN1C(C(CCC1=O)N1C(N(C2=C1C=CC(=C2)C2CCN(CC2)C2CC1(CN(C1)C(=O)OC(C)(C)C)C2)C)=O)=O tert-butyl 6-[4-(1-{1-[(4-methoxyphenyl)methyl]-2,6-dioxopiperidin-3-yl}-3-methyl-2-oxo-1,3-benzodiazol-5-yl)piperidin-1-yl]-2-azaspiro[3.3]heptane-2-carboxylate